Di(hydroxyphenyl) sulfoxide OC1=C(C=CC=C1)S(=O)C1=C(C=CC=C1)O